4-Bromo-2-hydroxy-N-(2-hydroxy-3-(methylsulfonyl)-5-(pentafluoro-λ6-sulfaneyl)phenyl)benzenesulfonamide BrC1=CC(=C(C=C1)S(=O)(=O)NC1=C(C(=CC(=C1)S(F)(F)(F)(F)F)S(=O)(=O)C)O)O